C(#N)C=1C=CC(=NC1)C=1C(=NC=CN1)C(C)NC(C1=CC(=CC(=C1)S(=O)(=O)C(F)(F)F)C(F)(F)F)=O N-[1-[3-(5-cyano-2-pyridyl)pyrazin-2-yl]ethyl]-3-(trifluoromethyl)-5-(trifluoromethylsulfonyl)benzamide